1-(4-methoxyphenyl)propan-1-one COC1=CC=C(C=C1)C(CC)=O